2-(difluoromethoxy)-1,3-difluoro-5-nitrobenzene FC(OC1=C(C=C(C=C1F)[N+](=O)[O-])F)F